1-(3-bromo-2-fluorophenyl)-N-methoxy-N,3-dimethyl-1H-pyrazole-5-carboxamide BrC=1C(=C(C=CC1)N1N=C(C=C1C(=O)N(C)OC)C)F